benzyl (2R,5R)-2-methyl-5-[[4-[6-(3-methyl-1,2,4-thiadiazol-5-yl)-1H-pyrrolo[2,3-b]pyridin-3-yl]-5-(trifluoromethyl)pyrimidin-2-yl]amino]piperidine-1-carboxylate C[C@H]1N(C[C@@H](CC1)NC1=NC=C(C(=N1)C1=CNC2=NC(=CC=C21)C2=NC(=NS2)C)C(F)(F)F)C(=O)OCC2=CC=CC=C2